COC(=O)C1=NN(C2=CC=C(C=C12)Br)C(C)C.BrC1=CC(=C(C=C1)OC(F)F)OCCC(C)(C)C 4-bromo-1-(difluoromethoxy)-2-(3,3-dimethylbutoxy)benzene methyl-5-bromo-1-isopropyl-1H-indazole-3-carboxylate